3-[(4-{4-[(4R)-3,3-difluoropiperidin-4-yl]piperazin-1-yl}phenyl)amino]piperidine-2,6-dione FC1(CNCC[C@H]1N1CCN(CC1)C1=CC=C(C=C1)NC1C(NC(CC1)=O)=O)F